NC1=NC(=C2N=CN(C2=N1)CC(=O)NC1=CC(=NN1CC)C)N(CCC)CCC 2-(2-amino-6-(dipropylamino)-9H-purin-9-yl)-N-(1-ethyl-3-methyl-1H-pyrazol-5-yl)acetamide